CC1=C(C=C(C(=C1)OC1=CC(=CC=C1)SC(C(F)(F)F)(F)F)C)N=CN(C)CC N'-(2,5-Dimethyl-4-{3-[(pentafluoroethyl)sulfanyl]phenoxy}phenyl)-N-ethyl-N-methylimidoformamide